3-FORMYL-6-METHOXY-1-METHYL-1H-INDOLE-2-CARBOXYLIC ACID C(=O)C1=C(N(C2=CC(=CC=C12)OC)C)C(=O)O